gallium indium zinc tin [Sn].[Zn].[In].[Ga]